2-(difluoromethyl)-6-methyl-4-(4,4,5,5-tetramethyl-1,3,2-dioxaborolan-2-yl)pyridine FC(C1=NC(=CC(=C1)B1OC(C(O1)(C)C)(C)C)C)F